2-(4-(4-(5-(methylthio)pyrimidin-2-yl)piperazine-1-carbonyl)phenyl)-1H-benzo[d]imidazole-4-carboxamide CSC=1C=NC(=NC1)N1CCN(CC1)C(=O)C1=CC=C(C=C1)C1=NC2=C(N1)C=CC=C2C(=O)N